C1(CC1)[C@@H](NC([C@@H]1N(CC(C1)(F)F)C(C1=CC(=CC=C1)S(N)(=O)=O)=O)=O)C1=C(C=C(C=C1)C(F)(F)F)F N-((R)-cyclopropyl(2-fluoro-4-(trifluoromethyl)phenyl)methyl)-4,4-difluoro-1-(3-sulfamoylbenzoyl)-D-prolinamide